(1s,3s)-3-(4-fluoro-2-methylpyridin-3-yl)cyclobutyl 1H-imidazole-1-carboxylate N1(C=NC=C1)C(=O)OC1CC(C1)C=1C(=NC=CC1F)C